C(#N)C=1C=NC(=C(C1CC)C#N)N1CCN(CCC1)CCOC 3,5-dicyano-4-ethyl-6-[4-(2-methoxyethyl)-1,4-diazepan-1-yl]Pyridine